5-bromo-2-nitroso-1-indanone BrC=1C=C2CC(C(C2=CC1)=O)N=O